(3S)-3-(4-chlorophenyl)-3-[(1R)-1-(4-chlorophenyl)-7-fluoro-5-[1-hydroxy-1-(oxetan-4-yl)ethyl]-1-methoxy-3-oxo-2,3-dihydro-1H-isoindol-2-yl]propionic acid ClC1=CC=C(C=C1)[C@H](CC(=O)O)N1[C@@](C2=C(C=C(C=C2C1=O)C(C)(C1CCO1)O)F)(OC)C1=CC=C(C=C1)Cl